[(2S,3S,4E,6R,7S,10R)-2-[(E)-1-[3-(tert-butylsulfamoyl)phenyl]prop-1-en-2-yl]-10-hydroxy-3,7-dimethyl-12-oxo-1-oxacyclododec-4-en-6-yl] 4-methylpiperazine-1-carboxylate CN1CCN(CC1)C(=O)O[C@H]1/C=C/[C@@H]([C@H](OC(C[C@@H](CC[C@@H]1C)O)=O)/C(=C/C1=CC(=CC=C1)S(NC(C)(C)C)(=O)=O)/C)C